2-[4-[3-[2-[2-(2,6-dioxo-3-piperidyl)-1,3-dioxoisoindolin-5-yl]ethynyl]azetidin-1-yl]-1-piperidyl]acetic acid bistrifluoroacetate FC(C(=O)O)(F)F.FC(C(=O)O)(F)F.O=C1NC(CCC1N1C(C2=CC=C(C=C2C1=O)C#CC1CN(C1)C1CCN(CC1)CC(=O)O)=O)=O